Chlorobenzyl (4-nitrophenyl) carbonate C(OC(C1=CC=CC=C1)Cl)(OC1=CC=C(C=C1)[N+](=O)[O-])=O